C(CCCCCCCCCCCCCCCCC)OCCCCCCCCCCCCCCCCCC Distearylether